BrC=1C=C2CC[C@@]3(CN(CC3)C(=O)OC(C)(C)C)NC2=NC1C tert-Butyl (2R)-6-bromo-7-methyl-3,4-dihydro-1H-spiro[1,8-naphthyridine-2,3'-pyrrolidine]-1'-carboxylate